BrC1=CC2=C(CS(C2)(=O)=O)C=C1F 5-bromo-6-fluoro-1,3-dihydrobenzo[c]thiophen 2,2-dioxide